O=C(CC[C@H]1N(CCC1)C(=O)OC(C)(C)C)N1CCN(CC1)C1=NC=C(C=N1)C(F)(F)F tert-butyl (S)-2-(3-oxo-3-(4-(5-(trifluoromethyl)pyrimidin-2-yl)piperazin-1-yl)propyl)pyrrolidine-1-carboxylate